C(C)(C)(C)OC(=O)N[C@@H](COC1=CC=NC(=C1C(=O)[O-])C)CC1=CC=CC=C1 (R)-4-(2-((tert-butoxycarbonyl) amino)-3-phenylpropoxy)-2-methylnicotinate